BrC=1C(=C(C=2CCCC2C1)C(=O)OC)O methyl 6-bromo-5-hydroxy-2,3-dihydro-1H-indene-4-carboxylate